Methyl o-Anisate COC1=CC=CC=C1C(=O)OC